BrC1=C2N=CC(NC2=CC(=C1)C)=O 5-bromo-7-methylquinoxalin-2(1H)-one